CN(C)CC1=NC=CC(=C1)N(CC1=CC(=CC=C1)N1CCOCC1)CC1=CC(=CC=C1)OC 2-((dimethylamino)methyl)-N-(3-methoxybenzyl)-N-(3-morpholinobenzyl)pyridin-4-amine